diglyceryl dimyristate C(CCCCCCCCCCCCC)(=O)OCC(O)CO.C(CCCCCCCCCCCCC)(=O)OCC(O)CO